CN1C([C@H](COC2=C1C=CC=C2)NC(=O)C=2N=CC1=C(N2)[C@]2(COCCC2)OC1)=O |r| rac-(7R)-N-[rac-(3S)-5-methyl-4-oxo-2,3-dihydro-1,5-benzoxazepin-3-yl]spiro[5H-furo[3,4-d]pyrimidine-7,3'-tetrahydropyran]-2-carboxamide